ClC=1C=CC=C2C=CC=C(C12)N1CC=2N=C(N=C(C2CC1)N1C[C@@H](N(CC1)C(=O)OCC1=CC=CC=C1)CC#N)S(=O)C benzyl (2S)-4-(7-(8-chloronaphthalen-1-yl)-2-methanesulfinyl-5H,6H,8H-pyrido[3,4-d]pyrimidin-4-yl)-2-(cyanomethyl)piperazine-1-carboxylate